2-(3-nitrophenyl)indazole (2S)-2-(((4-nitrophenoxy)(phenoxy)phosphoryl)amino)ethyl-2-((tert-butoxycarbonyl)amino)propanoate [N+](=O)([O-])C1=CC=C(OP(=O)(OC2=CC=CC=C2)NCCOC([C@H](C)NC(=O)OC(C)(C)C)=O)C=C1.[N+](=O)([O-])C=1C=C(C=CC1)N1N=C2C=CC=CC2=C1